C(C)(C)(C)OC(=O)N1C[C@H]([C@H](CC1)N1[C@@H]2CO[C@H](C1)C2)F (3R,4S)-4-((1S,4S)-2-oxa-5-azabicyclo[2.2.1]hept-5-yl)-3-fluoropiperidine-1-carboxylic acid tert-butyl ester